CC1(OB(OC1(C)C)C=CC)C 4,4,5,5-tetramethyl-2-(prop-1-en-1-yl)-1,3,2-dioxaborolan